CC=1C(=NC(=CC1)Cl)[C@H](O)CN(C[C@@H](O)C1=NC(=CC=C1)Cl)[C@@H](CC1=CC=C(C=C1)OCCOCC)C |&1:8,13| methyl-α,α'-[[[(R)-p-(2-ethoxyethoxy)-α-methylphenethyl]imino]dimethylene]bis[(RS)-6-chloro-2-pyridinemethanol]